(S)-(7-(tetrahydrofuran-3-yl)isoquinolin-3-yl)methanol 3-hexenyl-tiglate C(CC=CCC)C/C(/C(=O)OCC=1N=CC2=CC(=CC=C2C1)[C@H]1COCC1)=C\C